5-pentan-3-ylpyrazolo[1,5-a]pyrimidin CCC(CC)C1=NC=2N(C=C1)N=CC2